N-(3-amino-6-(3,4-difluorophenyl)pyridin-2-yl)-6-(4-methylpiperazin-1-yl)nicotinamide NC=1C(=NC(=CC1)C1=CC(=C(C=C1)F)F)NC(C1=CN=C(C=C1)N1CCN(CC1)C)=O